ClC(C(=O)OC=COC)=C methoxyvinyl α-chloroacrylate